FC1=C(N)C=CC(=C1C#CC1=CN=C2COCCN21)F 2,4-difluoro-3-(2-[5H,6H,8H-imidazo[2,1-c][1,4]oxazin-3-yl]ethynyl)aniline